ClC1=NN2C(C3=CC=C(C=C13)Cl)=NN=C2C 6,8-dichloro-3-methyl-[1,2,4]triazolo[3,4-a]phthalazine